C[Ti+2]C dimethyltitanium (IV)